C(#N)C1=CC=C(C=C1)CC(C1=CC(=CC=C1)C(F)(F)F)=NNC(=O)NC1=CC=C(C=C1)OC(F)F 2-[2-(4-cyano-phenyl)-1-[3-(trifluoromethyl)phenyl]ethylidene]-N-[4-(difluoromethoxy)phenyl]-hydrazinecarboxamide